1-((2R,4S)-4-(4-amino-3-((1-cyclopropyl-6-fluoro-1H-benzo[d]imidazol-5-yl)ethynyl)-1H-pyrazolo[4,3-c]pyridin-1-yl)-2-(difluoromethyl)pyrrolidin-1-yl)prop-2-en-1-one glyceryl-myristoate C(C(O)CO)OC(CCCCCCCCCCCCC)=O.NC1=NC=CC2=C1C(=NN2[C@H]2C[C@@H](N(C2)C(C=C)=O)C(F)F)C#CC2=CC1=C(N(C=N1)C1CC1)C=C2F